FC(C1=C(C2=CN(N=C2C(=C1F)NC(C)C)C1OCCCC1)C=1N=CC=2N(C1)C=C(N2)NC(=O)[C@H]2[C@H](C2)F)F (1S,2S)-N-(6-(5-(difluoromethyl)-6-fluoro-7-(isopropylamino)-2-(tetrahydro-2H-pyran-2-yl)-2H-indazol-4-yl)imidazo[1,2-a]pyrazin-2-yl)-2-fluorocyclopropane-1-carboxamide